2,4,6-Trimethylpyrylium tetrafluoroborate F[B-](F)(F)F.CC1=[O+]C(=CC(=C1)C)C